6-(isoindolin-1-yl)-2-(4-methoxybenzyl)-4-(trifluoromethyl)pyridazin-3(2H)-one 2,2,2-trifluoroacetate FC(C(=O)O)(F)F.C1(NCC2=CC=CC=C12)C=1C=C(C(N(N1)CC1=CC=C(C=C1)OC)=O)C(F)(F)F